5-(3-amino-4-fluorophenoxy)-2-nitrobenzonitrile NC=1C=C(OC=2C=CC(=C(C#N)C2)[N+](=O)[O-])C=CC1F